2-[3-(3-chlorophenyl)ureido]-4-methoxy-N-(2-amino-ethyl)benzamide ClC=1C=C(C=CC1)NC(NC1=C(C(=O)NCCN)C=CC(=C1)OC)=O